((2R,4R)-4-(6-amino-1H-[1,2,3]triazolo[4,5-c]pyridin-1-yl)tetrahydro-2H-pyran-2-yl)((S)-6,8-dichloro-1-methyl-3,4-dihydroisoquinolin-2(1H)-yl)methanone NC1=CC2=C(C=N1)N=NN2[C@H]2C[C@@H](OCC2)C(=O)N2[C@H](C1=C(C=C(C=C1CC2)Cl)Cl)C